N-BENZYL-2-(3-FORMYLPIPERIDIN-1-YL)ACETAMIDE C(C1=CC=CC=C1)NC(CN1CC(CCC1)C=O)=O